methyl 2-(3-aminobenzamido)-3-methylbutanoate NC=1C=C(C(=O)NC(C(=O)OC)C(C)C)C=CC1